1-(5-chloro-3-fluoropyridin-2-yl)-4-(4-chlorobenzyl)-3-(3-hydroxycyclobutyl)-piperazine-2,5-dione ClC=1C=C(C(=NC1)N1C(C(N(C(C1)=O)CC1=CC=C(C=C1)Cl)C1CC(C1)O)=O)F